O[C@]1(C[C@]2(CNC(O2)=O)CCC1)CN1C=NC2=C1C=C(C=C2)C#N |r| rac-1-(((5S,7R)-7-hydroxy-2-oxo-1-oxa-3-azaspiro[4.5]decan-7-yl)methyl)-1H-benzo[d]imidazole-6-carbonitrile